1-((2R,4S)-4-(4-amino-3-iodo-1H-pyrazolo[3,4-d]pyrimidin-1-yl)-2-(methoxymethyl)pyrrolidin-1-yl)prop-2-en-1-one NC1=C2C(=NC=N1)N(N=C2I)[C@H]2C[C@@H](N(C2)C(C=C)=O)COC